6-(7-(aminomethyl)-7-(4-methylthiazol-2-yl)-3-azabicyclo[4.1.0]heptan-3-yl)-3-((2-(trifluoromethyl)pyridin-3-yl)thio)pyrazin-2-amine NCC1(C2CCN(CC12)C1=CN=C(C(=N1)N)SC=1C(=NC=CC1)C(F)(F)F)C=1SC=C(N1)C